1-(2-amino-2,3-dihydro-1H-inden-5-yl)ethan-1-one hydrochloride Cl.NC1CC2=CC=C(C=C2C1)C(C)=O